BrCC1=C(C(=O)OCC)C=CC(=C1)OC ethyl 2-(bromomethyl)-4-methoxybenzoate